NCC1(C2CCN(CC12)C1=CN=C2C(=N1)NN=C2C2=C(C1=CN(N=C1C=C2)C)Cl)C(=O)NC 7-(aminomethyl)-3-(3-(4-chloro-2-methyl-2H-indazol-5-yl)-1H-pyrazolo[3,4-b]pyrazin-6-yl)-N-methyl-3-azabicyclo[4.1.0]heptane-7-carboxamide